The molecule is a peptide zwitterion obtained by transfer of a proton from the carboxy to the amino terminus of Gly-Asn. It is a tautomer of a Gly-Asn. C([C@@H](C(=O)[O-])NC(=O)C[NH3+])C(=O)N